FC1(CC(C1)C(C(=O)OCC)(C)C)F ethyl 2-(3,3-difluorocyclobutyl)-2-methyl-propionate